(2R,4S)-tert-butyl 4-(4-amino-3-ethynyl-1H-pyrazolo[3,4-d]pyrimidin-1-yl)-2-(methoxymethyl)pyrrolidine-1-carboxylate NC1=C2C(=NC=N1)N(N=C2C#C)[C@H]2C[C@@H](N(C2)C(=O)OC(C)(C)C)COC